[4,7-difluoro-2-(4-fluorophenyl)-1H-indol-3-yl]propionic acid FC1=C2C(=C(NC2=C(C=C1)F)C1=CC=C(C=C1)F)C(C(=O)O)C